ClN1C2(N3C(=CC=C(C3=O)N3C=CC4=C3N=CN=C4)C1=O)CCCCC2 chloro-6'-(7H-pyrrolo[2,3-d]pyrimidin-7-yl)-2'H-spiro[cyclohexane-1,3'-imidazo[1,5-a]pyridine]-1',5'-dione